CC=1C(=C(C=C(C1)S(=O)(=O)C)O)B1OC(C(O1)(C)C)(C)C 3-methyl-5-methylsulfonyl-2-(4,4,5,5-tetramethyl-1,3,2-dioxaborolan-2-yl)phenol